3-(3,5-difluorophenyl)-7-methyl-2-(trifluoromethyl)-4,5,6,7-tetrahydro-2H-pyrazolo[3,4-c]pyridine FC=1C=C(C=C(C1)F)C=1N(N=C2C(NCCC21)C)C(F)(F)F